[Ir].C1(=CC=CC=C1)C1=NC=CC=C1.C1(=CC=CC=C1)C1=NC=CC=C1.C1(=CC=CC=C1)C1=NC=CC=C1 tri(2-phenylpyridine) iridium